benzyl (R)-3-(azetidin-1-yl)-2-methylpropanoate N1(CCC1)C[C@H](C(=O)OCC1=CC=CC=C1)C